C(C)(C)(C)OC(=O)N1CC(C1)CC(CC=O)F 3-(2-fluoro-4-oxobutyl)azetidine-1-carboxylic acid tert-butyl ester